COC(CC(CCC)O)=O 3-hydroxycaproic acid methyl ester